ClC1=CC(=C(S1)C1=CC=C(C(=N1)C)O[C@@H]1C[C@H](CCC1)C(=O)OC)COC(N(C)CC)=O methyl (1S,3S)-3-((6-(5-chloro-3-(((ethyl(methyl)carbamoyl)oxy)methyl)thiophen-2-yl)-2-methylpyridin-3-yl)oxy)cyclohexane-1-carboxylate